O1CCC(CC1)C(C)O tetrahydro-2H-pyran-4-ylethan-1-ol